BrC=1C=C2OC=3C=CC(=CC3B3C2=C(C1)OC=1C=CC(=CC13)C(C)(C)C)C(C)(C)C 7-bromo-2,12-di-tert-butyl-5,9-dioxa-13b-boranaphtho[3,2,1-de]anthracene